N-(4-ethylphenyl)benzamide C(C)C1=CC=C(C=C1)NC(C1=CC=CC=C1)=O